10-oxo-12-(3-methoxyphenyl)-11-(4-dimethylaminobenzyl)-3,6,9-trioxa-11-aza-dodecyl-N,N-dimethylamine O=C(OCCOCCOCCN(C)C)N(CC1=CC(=CC=C1)OC)CC1=CC=C(C=C1)N(C)C